C/C(/C=O)=C\C1=CC=CC=C1 (2E)-2-methyl-3-phenyl-2-propenal